2-3-propylpyrrolidin-1-yl-butyric acid CCCC1N(CCC1)C(C(=O)O)CC